5-(1-aminoisoquinolin-7-yl)-1'-(isobutoxycarbonyl)-2,3-dihydrospiro[indene-1,4'-piperidine] NC1=NC=CC2=CC=C(C=C12)C=1C=C2CCC3(CCN(CC3)C(=O)OCC(C)C)C2=CC1